FC1=CC(=C(C=C1C(NC1=NOC=C1)=O)C=1C=NC(=C(C(=O)N(C)C)C1)N[C@H](CO)C)C (S)-5-(4-fluoro-5-(isoxazol-3-ylcarbamoyl)-2-methylphenyl)-2-((1-hydroxypropan-2-yl)amino)-N,N-dimethylnicotinamide